Cl.O1CCC(=CC1)C1=C(CN(CC)C)C=C(C=C1)B1OC(C(O1)(C)C)(C)C N-(2-(3,6-dihydro-2H-pyran-4-yl)-5-(4,4,5,5-tetramethyl-1,3,2-dioxaborolan-2-yl)benzyl)-N-methylethanamine hydrochloride